ClC1=CC(=C(C(=C1)F)N1C[C@H]([C@](CC1)(O)COC1=C2CCC(C2=CC=C1)O)O)F (3r,4r)-1-(4-chloro-2,6-difluorophenyl)-4-[(1-hydroxy-2,3-dihydro-1H-inden-4-yl)oxymethyl]piperidine-3,4-diol